2,3-dimethyl-1,3-benzothiazole hydroiodide I.CC1SC2=C(N1C)C=CC=C2